1-allyloxy-2,3-bis(1-(oxiran-2-yl)propoxy)-propane C(C=C)OCC(COC(CC)C1OC1)OC(CC)C1OC1